[[2-[(2R,5R)-2-cyclohexyl-5-methyl-1-piperidyl]-2-oxo-acetyl]amino]pyridine-3-carboxamide C1(CCCCC1)[C@@H]1N(C[C@@H](CC1)C)C(C(=O)NC1=NC=CC=C1C(=O)N)=O